7-methyl-3-phenyl-2-thioxo-2,3-dihydroquinazolin-4(1H)-one CC1=CC=C2C(N(C(NC2=C1)=S)C1=CC=CC=C1)=O